C1=CC=C2C(=C1)C=CC3=C2C=CC(=C3C(=O)O)C(=O)O phenanthrenedicarboxylic acid